ClC1=CC(=CC=2C(=C(OC21)C)C(=O)NC2C(CN(CC2)C(=O)OC(C)(C)C)(F)F)OCC=2C(=NC=CC2)C(F)(F)F tert-butyl 4-(7-chloro-2-methyl-5-((2-(trifluoro-methyl)pyridin-3-yl)methoxy)benzofuran-3-carboxamido)-3,3-difluoropiperidine-1-carboxylate